Cl.NCC1=C(C=C(C=C1)C1=CC(=NC=N1)NC1=NN2C(CN(C(C2)=O)C)=C1)C 2-((6-(4-(aminomethyl)-3-methylphenyl)pyrimidin-4-yl)amino)-5-methyl-4,5-dihydro-pyrazolo[1,5-a]pyrazin-6(7H)-one hydrochloride